FC=1C(=CC2=C(N=C(S2)S(=O)(=O)C)C1)C(=O)N 5-fluoro-2-(methylsulfonyl)benzo[d]thiazole-6-carboxamide